[C@H]1([C@H](O)[C@@H](O)[C@H](O)[C@H](O1)CO)O[C@H]1[C@H](O[C@@H]([C@H]([C@@H]1O)O)CO)O[C@H]1[C@@H]([C@H](C(O)O[C@@H]1CO)O)O Alpha-D-glucopyranosyl-(1→2)-alpha-D-glucopyranosyl-(1→4)-D-glucopyranose